CN1N=CC(=N1)C#C[C@H]1CN=C2N1C1=CC=C(C=C1C(N2CC=2C=NN(C2)C)=O)S(=O)(=O)NC2(CC2)C (1S)-1-[2-(2-methyl-1,2,3-triazol-4-yl)ethynyl]-N-(1-methylcyclopropyl)-4-[(1-methylpyrazol-4-yl)methyl]-5-oxo-1H,2H-imidazo[1,2-a]quinazoline-7-sulfonamide